benzyl (8-((tert-butoxycarbonyl)amino)octyl)((1r,4r)-4-((5-chloro-4-(5-(cyclopropylmethyl)-1-methyl-1H-pyrazol-4-yl)pyrimidin-2-yl)amino)cyclohexyl)carbamate C(C)(C)(C)OC(=O)NCCCCCCCCN(C(OCC1=CC=CC=C1)=O)C1CCC(CC1)NC1=NC=C(C(=N1)C=1C=NN(C1CC1CC1)C)Cl